N-(4-(6-ethoxypyrazin-2-yl)phenyl)-2-methyl-2-(2-((trifluoromethyl)sulfonamido)thiazol-4-yl)propanamide C(C)OC1=CN=CC(=N1)C1=CC=C(C=C1)NC(C(C)(C=1N=C(SC1)NS(=O)(=O)C(F)(F)F)C)=O